N1=C(C=CC=C1)C#CC1=C(C=CC=C1)C#CC1=NC=CC=C1 1,2-bis(2-pyridylethynyl)benzene